ethyl 5-(3-cyanophenylmethyl)-4H-1,2,4-triazole-3-carboxylate C(#N)C=1C=C(C=CC1)CC=1NC(=NN1)C(=O)OCC